C[C@H]([C@H](CCCCCCC)O)O (2R,3S)-decan-2,3-diol